2-amino-3-(trifluoromethyl)pyridine-5-boronic acid pinacol ester NC1=NC=C(C=C1C(F)(F)F)B1OC(C)(C)C(C)(C)O1